FC(S(=O)(=O)OC1=C2C=NN(C2=CC2=C1C=CC=C2)C2OCCCC2)(F)F (1-tetrahydropyran-2-ylbenzo[f]indazol-4-yl) trifluoromethanesulfonate